ClC1=CC=C(C(=N1)C)N[C@H](C)C=1C=C(C=C2C(C(=C(OC12)C1=CC=C2C=NNC2=C1)C)=O)C 8-[(1R)-1-[(6-Chloro-2-methyl-3-pyridyl)amino]ethyl]-2-(1H-indazol-6-yl)-3,6-dimethyl-chromen-4-one